1,1,1-trifluoro-2-methylpropan-2-yl ((4-(3-cyclopropyl-1,2,4-oxadiazol-5-yl) bicyclo[2.2.2]octan-1-yl)methyl)(5-fluoro-4-(4-isopropoxyphenyl)pyridin-2-yl)carbamate C1(CC1)C1=NOC(=N1)C12CCC(CC1)(CC2)CN(C(OC(C(F)(F)F)(C)C)=O)C2=NC=C(C(=C2)C2=CC=C(C=C2)OC(C)C)F